Cl.FC1=CC=C(CC2=CC3=C(N(C2=O)C)CCN3)C=C1 6-(4-Fluorobenzyl)-4-methyl-1,2,3,4-tetrahydro-5H-pyrrolo[3,2-b]pyridin-5-one hydrochloride